[2-[tert-butyl (dimethyl) silyl] oxy-1-methyl-ethyl] 2-(3,5-dichlorophenyl)-1,3-benzoxazole-6-carboxylate ClC=1C=C(C=C(C1)Cl)C=1OC2=C(N1)C=CC(=C2)C(=O)OC(CO[Si](C)(C)C(C)(C)C)C